OC1=C(C=C2CCNC(C2=C1C)=O)OC 7-Hydroxy-6-methoxy-8-methyl-3,4-dihydroisoquinolin-1(2H)-one